diphenylphosphino-1,1'-binaphthalene C1(=CC=CC=C1)P(C1=CC=CC=C1)C1=C(C2=CC=CC=C2C=C1)C1=CC=CC2=CC=CC=C12